FC=1C=C(C=O)C=C(C1OC=1C=NC(=CC1)C)F 3,5-difluoro-4-((6-methylpyridin-3-yl)oxy)benzaldehyde